N[C@@H](CCC(=O)O)C(=O)N[C@H](C(=O)N1CCN(CC1)C(C1=C(C=C(C=C1)NC=1C=2N(C=CN1)C(=CN2)C2=C(C(=C(C=C2)OC)F)F)C)=O)CCCCN (4S)-4-amino-5-[[(2S)-6-amino-1-[4-[4-[[3-(2,3-difluoro-4-methoxyphenyl)imidazo[1,2-a]pyrazin-8-yl]amino]-2-methylbenzoyl]piperazin-1-yl]-1-oxohexan-2-yl]amino]-5-oxopentanoic acid